CN(C(C(=O)N1C2CN(CC1C2)C2=CC=C(C=N2)C=2C=1N(C=C(C2)OCC(C)(C)O)N=CC1C#N)C1=CC=C(C=C1)F)C 4-(6-(6-(2-(Dimethylamino)-2-(4-fluorophenyl)acetyl)-3,6-diazabicyclo[3.1.1]hept-3-yl)pyridin-3-yl)-6-(2-hydroxy-2-methylpropyloxy)pyrazolo[1,5-a]pyridine-3-carbonitrile